4-(4-methyl-piperazin-1-ylmethyl)-N-[4-methyl-3-(4-pyridin-3-yl-pyrimidin-2-ylamino)-phenyl]Benzamide CN1CCN(CC1)CC1=CC=C(C(=O)NC2=CC(=C(C=C2)C)NC2=NC=CC(=N2)C=2C=NC=CC2)C=C1